N-[5-methoxy-2-(trifluoromethyl)pyridin-4-yl]-1-(1-oxo-1,2-dihydroisoquinolin-5-yl)-5-(trifluoromethyl)-1H-pyrazole-4-carboxamide COC=1C(=CC(=NC1)C(F)(F)F)NC(=O)C=1C=NN(C1C(F)(F)F)C1=C2C=CNC(C2=CC=C1)=O